ClC=1C(=NC(=NC1)NC1CCOCC1)C1=CC=C2CN(C(C2=C1)=O)CC(=O)NCC1=C(C=CC=C1)CO 2-(6-{5-chloro-2-[(oxan-4-yl)amino]pyrimidin-4-yl}-1-oxo-2,3-dihydro-1H-isoindol-2-yl)-N-{[2-(hydroxymethyl)phenyl]methyl}acetamide